ClC1=C(C=CC(=C1)Cl)S(=O)(=O)NC(C1=CC=C(C=C1)C1=NOC(=N1)C(F)(F)F)=O N-((2,4-dichlorophenyl)sulfonyl)-4-(5-(trifluoromethyl)-1,2,4-oxadiazol-3-yl)benzamide